diisopropyl-3,3-bis(hydroxymethyl)cyclobutane C(C)(C)C1(CC(C1)(CO)CO)C(C)C